(2-(4-fluoro-3-(methylsulfonyl)phenylamino)-5-methylpyrimidin-4-ylamino)benzo[d]oxazol-2(3H)-one FC1=C(C=C(C=C1)NC1=NC=C(C(=N1)NN1C(OC2=C1C=CC=C2)=O)C)S(=O)(=O)C